BrC=1C=C2C=NC=NC2=C(C1)C(F)(F)F 6-bromo-8-(trifluoromethyl)quinazoline